Cl.NC1=NC=C(C(=N1)N)CN1CCC2=CC(=CC=C12)C1=C(C=C2C(C(=CN3C2=C1OC[C@@H]3C)C(=O)OCC)=O)F Ethyl (S)-10-(1-((2,4-diaminopyrimidin-5-yl)methyl)indolin-5-yl)-9-fluoro-3-methyl-7-oxo-2,3-dihydro-7H-[1,4]oxazino[2,3,4-ij]quinoline-6-carboxylate hydrochloride